6-[4-(2-methoxyethylsulfonyl)-2-(trifluoromethyl)piperazin-1-yl]-4-(3-methylmorpholine-4-yl)-1H-pyridin-2-one COCCS(=O)(=O)N1CC(N(CC1)C1=CC(=CC(N1)=O)N1C(COCC1)C)C(F)(F)F